1-(4-hydroxycyclohexylmethyl)piperazine OC1CCC(CC1)CN1CCNCC1